CN1C2=C(OC[C@@H](C1=O)NC(=O)C1=NC=CC(=C1)OC1=CC=CC=C1)C=CC(=C2)C#CC(=O)O (S)-3-(5-methyl-4-oxo-3-(4-phenoxypyridinamido)-2,3,4,5-tetrahydrobenzo[b][1,4]oxazepin-7-yl)propiolic acid